ClC1=C(C(=CC(=C1)[C@@H]1C([C@H]1C1=CC=C(C=C1)OC)(Cl)Cl)Cl)Cl trans-1,2,3-trichloro-5-(2,2-dichloro-3-(4-methoxyphenyl)cyclopropyl)benzene